N(=[N+]=[N-])C(COC)(C)C1=CN=C(C2=CN=C(C=C12)Cl)OC 4-(2-azido-1-methoxyprop-2-yl)-6-chloro-1-methoxy-2,7-naphthyridine